tert-butyl 4-(4-(4-(1-(tert-butoxycarbonyl)-1,2,3,6-tetrahydropyridin-4-yl)-3-methylbenzamido)-2-methylphenyl)-3,6-dihydropyridine-1(2H)-carboxylate C(C)(C)(C)OC(=O)N1CCC(=CC1)C1=C(C=C(C(=O)NC2=CC(=C(C=C2)C=2CCN(CC2)C(=O)OC(C)(C)C)C)C=C1)C